C1(CCCC=2C3=CC=CC=C3NC12)NCCC1=CC=C(C(=O)N)C=C1 4-(2-((2,3,4,9-tetrahydro-1H-carbazol-1-yl)amino)ethyl)benzamide